C1(CCC2=CC=CC=C12)N1C=NC2=CC=C(C=C2C1=O)OC1=CC(=NC=C1)C=1C=NN(C1)C 3-indan-1-yl-6-{[2-(1-methylpyrazol-4-yl)-4-pyridyl]oxy}quinazolin-4-one